3-(2-methoxyethyl) 5-prop-2-yl 2,6-dimethyl-4-(3-nitrophenyl)-1,4-dihydropyridine-3,5-dicarboxylate CC=1NC(=C(C(C1C(=O)OCCOC)C1=CC(=CC=C1)[N+](=O)[O-])C(=O)OC(C)C)C